C(#N)C1=CC=C(C=C1)C[C@@H](CNC(C[C@@H](C)C1=CC=CC=C1)=O)N(C)C (R)-N-((S)-3-(4-cyanophenyl)-2-(dimethylamino)propyl)-3-phenylbutyramide